6-methyl-1H-thieno[3,2-d]pyrimidine-2,4-dione CC1=CC=2NC(NC(C2S1)=O)=O